Mononatrium phosphat Monohydrat O.P(=O)([O-])(O)O.[Na+]